FC1(CCC2=C1N=C(N=C2C2=CC=C1[C@@H](COCC1=C2)NS(=O)(=O)C)N2[C@H]([C@@H](C2)O)C)F N-((S)-7-(7,7-difluoro-2-((2S,3R)-3-hydroxy-2-methylazetidin-1-yl)-6,7-dihydro-5H-cyclopenta[d]pyrimidin-4-yl)isochroman-4-yl)methanesulfonamide